N-(tert-butyl)-3-((2-((4-(2-(4-(4-(2,4-dioxotetrahydropyrimidin-1(2H)-yl)benzyl)piperazin-1-yl)ethoxy)phenyl)amino)-5-methylpyrimidin-4-yl)amino)benzenesulfonamide C(C)(C)(C)NS(=O)(=O)C1=CC(=CC=C1)NC1=NC(=NC=C1C)NC1=CC=C(C=C1)OCCN1CCN(CC1)CC1=CC=C(C=C1)N1C(NC(CC1)=O)=O